BrC=1C=C(C2=C(N(C=N2)C(C2=CC=CC=C2)(C2=CC=CC=C2)C2=CC=CC=C2)C1)CO (6-bromo-1-trityl-1H-benzo[d]imidazol-4-yl)methanol